Cl.CN(CCCC(=O)O)C 4-(dimethylamino)butanoic acid hydrochloride